OC1=C(C(=O)N(C=2C=CC=C3C=CC=NC23)C)C=C(C(=C1)O)C(C)C 2,4-dihydroxy-5-isopropyl-N-methyl-N-(quinolin-8-yl)benzamide